3,6-bis(3-aminopropyl)-2,5-diketopiperazine hydrochloride Cl.NCCCC1C(NC(C(N1)=O)CCCN)=O